(9S,13S)-13-amino-3-methyl-9-(propan-2-yl)-3,4,7,15-tetraazatricyclo[12.3.1.02,6]octadeca-1(18),2(6),4,14,16-pentaen-8-one hydrochloride Cl.N[C@H]1CCC[C@H](C(NC=2C=NN(C2C=2C=CN=C1C2)C)=O)C(C)C